di(1-naphthyl)-N,N'-diphenylbenzidine C1(=CC=CC2=CC=CC=C12)N(C1=CC=C(C2=CC=C(N(C3=CC=CC=C3)C3=CC=CC4=CC=CC=C34)C=C2)C=C1)C1=CC=CC=C1